COCCN1CCC(CC1)C(=O)N (2-methoxyethyl)-piperidine-4-carboxamide